C1(CC1)CCN(C1=C2CN(C(C2=CC=C1)=O)C1C(NC(CC1)=O)=O)C1CCC(CC1)NC(C(F)F)C 3-{4-[(2-cyclopropylethyl)[(1r,4r)-4-[(1,1-difluoropropan-2-yl)amino]cyclohexyl]amino]-1-oxo-3H-isoindol-2-yl}piperidine-2,6-dione